(1s,3s)-3-((4-(4-(3-amino-6-(2-(methoxymethoxy)phenyl)pyridazin-4-yl)piperazin-1-yl)pyridin-2-yl)oxy)cyclobutan-1-ol NC=1N=NC(=CC1N1CCN(CC1)C1=CC(=NC=C1)OC1CC(C1)O)C1=C(C=CC=C1)OCOC